(4-bromo-3-chloro-phenyl)methanol BrC1=C(C=C(C=C1)CO)Cl